ClC1=CC=C(C=C1)C(=O)N1N=CC2=C(B1O)C=CC=C2 (4-chlorophenyl)(1-hydroxybenzo[d]-[1,2,3]diazaborinin-2(1H)-yl)methanone